2,2-dimethylpyrrolidine-1-carboxylic acid tert-butyl ester C(C)(C)(C)OC(=O)N1C(CCC1)(C)C